C(CCCCCCCCCCCCCCCCC)(=O)N.C(CCCCCCCCCCCCCCCCC)(=O)N.C(CCCCCCCCCCCCCCCCC)(=O)N tristearic acid amide